methyl 2'-(difluoromethyl)-5'-methoxy-6-methyl-[4,4'-bipyridine]-3-carboxylate FC(C1=NC=C(C(=C1)C1=C(C=NC(=C1)C)C(=O)OC)OC)F